CN(CC(=O)O)C1=NC(=NC=C1)C N-methyl-N-(2-methylpyrimidin-4-yl)glycine